6-(methoxymethoxy)-2,7-dimethyl-5-(4,4,5,5-tetramethyl-1,3,2-dioxaborolan-2-yl)indazole COCOC=1C(=CC2=CN(N=C2C1C)C)B1OC(C(O1)(C)C)(C)C